[Ru].C=O carbonyl hydride ruthenium